2-amino-8-chloro-1,7-naphthyridine-3-carboxylic acid ethyl ester C(C)OC(=O)C=1C(=NC2=C(N=CC=C2C1)Cl)N